C(#N)C=1C=C(C=CC1)C=1N=C(SC1C1=C(C(=NC(=C1)C)C)F)NC(=O)N1CC(C1)(C)O N-[4-(3-cyanophenyl)-5-(3-fluoro-2,6-dimethyl-4-pyridinyl)thiazol-2-yl]-3-hydroxy-3-methyl-azetidine-1-carboxamide